2-([(2R,7aS)-2-fluoro-hexahydropyrrolizin-7a-yl]methoxy)-7-bromo-6-chloro-5,8-difluoroquinazolin-4-ol F[C@@H]1C[C@@]2(CCCN2C1)COC1=NC2=C(C(=C(C(=C2C(=N1)O)F)Cl)Br)F